COC(=O)C=1C=CC(=NC1)N[C@@H]1C[C@H](CC1)NC1=CC=CC(N1C=1C=NC=CC1)=O 2-(((1S,3S)-3-((2-keto-2H-[1,3'-bipyridyl]-6-yl)amino)cyclopentyl)amino)pyridine-5-carboxylic acid methyl ester